2-[(5,6-dimethyl-2-[4-[2-(oxan-2-yloxy)ethoxy]pyridin-2-yl]thieno[2,3-d]pyrimidin-4-yl)(methyl)amino]-N-(3-methoxyphenyl)acetamide CC1=C(SC=2N=C(N=C(C21)N(CC(=O)NC2=CC(=CC=C2)OC)C)C2=NC=CC(=C2)OCCOC2OCCCC2)C